[N+](=O)([O-])C1=CC=C(C=C1)S(=O)(=O)C=1C=C(OC2CN(C2)C(=O)OC(C)(C)C)C=CC1 tert-butyl 3-(3-((4-nitrophenyl)sulfonyl)phenoxy)azetidine-1-carboxylate